1-(imidazo[1,5-a]pyridin-3-yl)-N-isopropylpropan-2-amine C=1N=C(N2C1C=CC=C2)CC(C)NC(C)C